NC1=C(C2=C(S1)CC(C2)C(=O)OC)C(C2=CC=C(C=C2)Cl)=O methyl 2-amino-3-(4-chlorobenzoyl)-4h,5h,6h-cyclopenta[b]thiophene-5-carboxylate